C(=C)C(CC(C)(C)C=C)(C)C 1,3-divinyl-1,1,3,3-tetramethylpropane